9-(3-bromo-5-(9H-carbazol-9-yl)phenyl)-9H-carbazole BrC=1C=C(C=C(C1)N1C2=CC=CC=C2C=2C=CC=CC12)N1C2=CC=CC=C2C=2C=CC=CC12